(S)-4-(((2-decanamido-3-(hexylamino)-3-oxopropyl)thio)methyl)benzoic acid C(CCCCCCCCC)(=O)N[C@H](CSCC1=CC=C(C(=O)O)C=C1)C(=O)NCCCCCC